FC(CN(C1=NC=2N(C3=CC=CC(=C13)F)C=NN2)C2=CC(=CC(=C2)C#CC(C)(C)OC)F)F N-(2,2-difluoroethyl)-6-fluoro-N-(3-fluoro-5-(3-methoxy-3-methylbut-1-yn-1-yl)phenyl)-[1,2,4]triazolo[4,3-a]quinazolin-5-amine